8-(1-methyl-1H-pyrazol-4-yl)-(piperidin-4-yl)-3H-pyrrolo[2,3-c]isoquinoline CN1N=CC(=C1)C1=CC=2C3=C(N=CC2C=C1)NC=C3C3CCNCC3